COC(C1=C(N=C(C=C1Cl)Cl)N)=O.COC=1C=C(C=CC1)C1=NN2C(=NC=3C=CC=CC3C2=N1)NC1C(NCC1)=O 3-{[2-(3-methoxyphenyl)[1,2,4]triazolo[1,5-c]quinazolin-5-yl]amino}pyrrolidin-2-one methyl-2-amino-4,6-dichloronicotinate